COC1=CC=C2C(NN=C(C2=C1)C1=CC=C(CNC(OC(C)(C)C)=O)C=C1)=O tert-butyl (4-(7-methoxy-4-oxo-3,4-dihydrophthalazin-1-yl)benzyl)carbamate